NC=1C=2N(C3=CC(=C(C=C3N1)F)C(=O)N([C@@H]1COC3=C1C=CC(=C3)N3CCOCC3)C)C=NC2 (S)-4-amino-7-fluoro-N-methyl-N-(6-morpholino-2,3-dihydrobenzofuran-3-yl)imidazo[1,5-a]quinoxaline-8-carboxamide